NCC(CNC([O-])=O)C (3-amino-2-methylpropyl)carbamate